CBZ-benzene C(=O)(OCC1=CC=CC=C1)C1=CC=CC=C1